1-(5-Bromo-3-nitropyridin-2-yl)-N-ethyl-N-(4-methoxybenzyl)azetidin-3-amine BrC=1C=C(C(=NC1)N1CC(C1)N(CC1=CC=C(C=C1)OC)CC)[N+](=O)[O-]